ClC1=NC=C(C=N1)C1=CC=CC=2N1N=CC2C(=O)N2CCCCC2 (7-(2-chloropyrimidin-5-yl)pyrazolo[1,5-a]pyridin-3-yl)(piperidin-1-yl)methanone